CC1=C(C=C(C=2C(C(=C(OC12)C1=CC=C(O)C=C1)O)=O)O)O 8-Methylkaempferol